C1(CCC1)OC1=CC(=NC=C1)C(=O)N[C@@H]1C(N(C2=C(OC1)C=CC(=C2)C#CC(C)(C)O)C)=O (S)-4-cyclobutoxy-N-(7-(3-hydroxy-3-methylbut-1-yn-1-yl)-5-methyl-4-oxo-2,3,4,5-tetrahydrobenzo[b][1,4]oxazepin-3-yl)pyridineamide